BrC=1C(=NC(=NC1)NC=1C(=NN(C1)C1CN(CC1)C)C)NCCCN1C(C(OCCC1)(C)C)=O 4-(3-((5-Bromo-2-((3-methyl-1-(1-methylpyrrolidin-3-yl)-1H-pyrazol-4-yl)amino)pyrimidin-4-yl)amino)propyl)-2,2-dimethyl-1,4-oxazepan-3-on